4-{2,6,8-trioxo-9-[(2s,3r,4r)-2,3,4,5-tetrahydroxypentyl]-1,2,3,6,8,9-hexahydro-7h-purin-7-yl}butyl dihydrogen phosphate P(=O)(OCCCCN1C(N(C=2NC(NC(C12)=O)=O)C[C@@H]([C@H]([C@@H](CO)O)O)O)=O)(O)O